2-(N-(1-(1-(2-fluoronaphthalen-1-yl)ethyl)piperidin-4-yl)methylsulfonamido)-N-(2-oxo-2-(prop-2-yn-1-ylamino)ethyl)acetamide FC1=C(C2=CC=CC=C2C=C1)C(C)N1CCC(CC1)N(S(=O)(=O)C)CC(=O)NCC(NCC#C)=O